C1(CC1)C1=CC=C(C=C1)\C=C/1\C(=C(C2=CC(=CC=C12)F)CC(=O)O)C 2-[(1Z)-1-[(4-cyclopropylphenyl)methylene]-5-fluoro-2-methyl-1H-inden-3-yl]acetic acid